N[C@@]1(CN(CC1)C1=C(C(=NC=C1C(=O)N[C@@H](C)C1CC1)C)C=1C=NC=C(C1)F)C 4-[(3S)-3-amino-3-methylpyrrolidin-1-yl]-N-[(1S)-1-cyclopropylethyl]-5'-fluoro-2-methyl-[3,3'-bipyridine]-5-carboxamide